((S)-4-((S)-2-(4-chlorophenyl)-3-(isopropylamino)propionyl)-3-methylpiperazin-1-yl)-5-methyl-5,8-dihydropteridin-7(6H)-one ClC1=CC=C(C=C1)[C@H](C(=O)N1[C@H](CN(CC1)C1=NC=2NC(CN(C2C=N1)C)=O)C)CNC(C)C